4-(1-methyl-6-oxo-1,6-dihydropyridazin-4-yl)-2,3-dihydro-1H-pyrrole-1-carboxylic acid tert-butyl ester C(C)(C)(C)OC(=O)N1CCC(=C1)C=1C=NN(C(C1)=O)C